(R)-5-amino-N-(1-(3-fluoro-5-(trifluoromethyl)pyridin-2-yl)ethyl)-N-(2-methoxyethyl)-6,8-dihydro-1H-furo[3,4-d]pyrrolo[3,2-b]pyridine-2-carboxamide NC1=C2C(=C3C(=N1)C=C(N3)C(=O)N(CCOC)[C@H](C)C3=NC=C(C=C3F)C(F)(F)F)COC2